FC=1C=C(C=CC1)C=1C(=NN(C1C(=O)O)C=1SC(=C(N1)N1C2CC(CC1CC2)(C(F)(F)F)OC)SC(C)C)C 4-(3-fluorophenyl)-1-(5-(isopropylsulfanyl)-4-(3-methoxy-3-(trifluoromethyl)-8-azabicyclo[3.2.1]oct-8-yl)thiazol-2-yl)-3-methyl-1H-pyrazole-5-carboxylic acid